C(C)(C)(C)OC(=O)N1C(C(CCC1)(F)F)CC#CC1=CC=CC=2N(C(N(C21)C)=O)C2C(NC(CC2)=O)=O [3-[1-(2,6-dioxo-3-piperidinyl)-3-methyl-2-oxo-benzoimidazol-4-yl]prop-2-ynyl]-3,3-difluoro-piperidine-1-carboxylic acid tert-butyl ester